O=C1NC(CCC1N1CC2=CC=C(C=C2C1=O)CNC(OCC=1SC2=C(N1)CCC(C2)(F)F)=O)=O (6,6-difluoro-4,5,6,7-tetrahydrobenzo[d]thiazol-2-yl)methyl ((2-(2,6-dioxopiperidin-3-yl)-3-oxoisoindolin-5-yl)methyl)carbamate